3-Methacryloxypropylmethyldimethoxysilane C(C(=C)C)(=O)OCCC[Si](OC)(OC)C